F[P-](F)(F)(F)(F)F.N1C(CCC1)=O pyrrolidone hexafluorophosphate salt